Ethyl 3-(bicyclo[1.1.1]pentan-1-yl)-1H-pyrazole-5-carboxylate C12(CC(C1)C2)C2=NNC(=C2)C(=O)OCC